C(C1=CC=CC=C1)N([C@@H](C(=O)OCC1=CC=CC=C1)CCC=O)CC1=CC=CC=C1 Benzyl (R)-2-(dibenzylamino)-5-oxopentanoate